(4-chloro-3-cyano-2-fluorobenzyl)isobutyramide ClC1=C(C(=C(CC(C(=O)N)(C)C)C=C1)F)C#N